N-((2-(2,6-dioxopiperidin-3-yl)-1-oxoisoindolin-5-yl)methyl)-2-(2-(4-(4-(quinoxalin-2-yl)-1H-pyrazol-1-yl)piperidin-1-yl)cyclopropyl)acetamide O=C1NC(CCC1N1C(C2=CC=C(C=C2C1)CNC(CC1C(C1)N1CCC(CC1)N1N=CC(=C1)C1=NC2=CC=CC=C2N=C1)=O)=O)=O